3-chloro-6-fluoro-5-(4-(4-(2-methoxyethyl)piperazin-1-yl)phenyl)pyridin-2-amine ClC=1C(=NC(=C(C1)C1=CC=C(C=C1)N1CCN(CC1)CCOC)F)N